tartronic acid (tartronate) C(C(O)C(=O)O)(=O)O.C(C(O)C(=O)O)(=O)O